ethyl 2-(3-chloro-5-(methoxymethoxy)phenyl)acetate ClC=1C=C(C=C(C1)OCOC)CC(=O)OCC